FN1C(NC(C2=CC=CC=C12)=O)=O fluoroquinazoline-2,4(1H,3H)-dione